ClC1=C(OC2=CC=CC3=C2NC(=NS3(=O)=O)NCCOC)C=CC=C1 5-(2-chlorophenoxy)-3-((2-methoxyethyl)amino)-4H-benzo[e][1,2,4]thiadiazine 1,1-dioxide